N1CC(CC1)COCCCC1=CC=C2CCCNC2=N1 7-(3-(pyrrolidin-3-ylmethoxy)propyl)-1,2,3,4-tetrahydro-1,8-naphthyridine